(2R,3R)-3-amino-7-(5-tert-butyl-1,3,4-oxadiazol-2-yl)-5-[(4-chlorophenyl)methyl]-8-fluoro-2-methyl-1,1-dioxo-2,3-dihydro-1λ6,5-benzothiazepin-4-one N[C@H]1[C@H](S(C2=C(N(C1=O)CC1=CC=C(C=C1)Cl)C=C(C(=C2)F)C=2OC(=NN2)C(C)(C)C)(=O)=O)C